O1COC2=C1C=CC=C2CN2[C@H](C[C@@H](C2)F)C(=O)NC2=CC=C(C=C2)N2C(=NC=C2)C (2R,4S)-1-(1,3-benzodioxol-4-ylmethyl)-4-fluoro-N-[4-(2-methylimidazol-1-yl)phenyl]pyrrolidine-2-carboxamide